C(C)(C)(C)OC(=O)N[C@H](C(=O)ON1C(CCC1=O)=O)CC(C)C (2,5-dioxopyrrolidin-1-yl) (2S)-2-(tert-butoxycarbonylamino)-4-methyl-pentanoate